O.[Cl-].[Mn+2].[Cl-] manganese(II) chloride hydrate